4-fluoro-benzothiophene FC1=CC=CC2=C1C=CS2